1-(6-((2-(1H-pyrazol-1-yl)benzyl)amino)-9-isopropyl-9H-purin-2-yl)piperidin-4-ol N1(N=CC=C1)C1=C(CNC2=C3N=CN(C3=NC(=N2)N2CCC(CC2)O)C(C)C)C=CC=C1